O1CCC12CNC2 oxa-6-azaspiro[3.3]heptan